COC(C)(C)C1=CC=C2C=C(N=CC2=C1)C=C 7-(2-Methoxyprop-2-yl)-3-vinylisoquinoline